OC(CC[C@H](N)C(=O)O)C[N+](=O)[O-] (S)-5-hydroxy-6-nitronorleucine